FC=1C=C(COC(=O)NCC2=C(C=NN2C)C2=CC=C(C(=N2)C)OC2CCCCC2)C=C(C1)F (1S,3S)-3-((6-(5-(((((3,5-Difluoro-benzyl)oxy)carbonyl)amino)methyl)-1-methyl-1H-pyrazol-4-yl)-2-methyl-pyridin-3-yl)oxy)cyclohexan